ClC1=C(CN2CCN(C3=CC=CC=C23)C(C(C)N2CCN(CC2)C)=O)C=CC=C1 1-(4-(2-chlorobenzyl)-3,4-dihydroquinoxalin-1(2H)-yl)-2-(4-methylpiperazin-1-yl)propan-1-one